N[C@@H]1CN(CCC1)C=1C2=C(N=C(N1)OC[C@]13CCCN3C[C@@H](C1)F)C(=C(N=C2)C2=CC(=CC1=CC=C(C(=C21)C#C)F)O)F 4-(4-((S)-3-aminopiperidin-1-yl)-8-fluoro-2-(((2r,7as)-2-fluorohexahydro-1H-pyrrolizin-7a-yl)methoxy)pyrido[4,3-d]pyrimidin-7-yl)-5-ethynyl-6-fluoronaphthalen-2-ol